ClC1=CC(=C(C=N1)N1CC(C1)C1=C(C=CC=C1)C(C)C)OC N-(6-chloro-4-methoxypyridin-3-yl)-3-(2-isopropylphenyl)azetidine